N-[(2R)-1,4-dioxan-2-ylmethyl]-8-methyl-2-(2-methylbenzyl)-4,5-dihydro-2H-furo[2,3-g]indazole-7-carboxamide O1[C@@H](COCC1)CNC(=O)C1=C(C2=C(CCC3=CN(N=C23)CC2=C(C=CC=C2)C)O1)C